C1=CC=C(C=C1)OC2=CC(=C(C=C2)N)N 3,4-Diaminodiphenyl ether